4-[[5-[5-[bis(2-methoxyethyl)amino]-3-pyridinyl]-1,2,4-oxadiazol-3-yl]methyl]-3,5-difluoro-benzohydroxamic acid COCCN(C=1C=C(C=NC1)C1=NC(=NO1)CC1=C(C=C(C(=O)NO)C=C1F)F)CCOC